6-(difluoromethoxy)-N-[(4-ethoxy-5-fluoropyridin-3-yl)methyl]-5-fluoropyridine-3-carboxamide FC(OC1=C(C=C(C=N1)C(=O)NCC=1C=NC=C(C1OCC)F)F)F